4-hydroxy-α-[(1-oxobutyl)amino]benzenepropanamide dihydrochloride Cl.Cl.OC1=CC=C(C=C1)CC(C(=O)N)NC(CCC)=O